O=C1NC(CCC1N1C(C2=CC=C(C=C2C1=O)CN1CCN(CC1)C1=NC(=CC=C1)C)=O)=O 2-(2,6-dioxopiperidin-3-yl)-5-((4-(6-methylpyridin-2-yl)piperazin-1-yl)methyl)isoindoline-1,3-dione